C(C)(=O)OC1CC2(CCCC(C2CC1)(C)C)C perhydro-5,5,8A-trimethyl-2-naphthalenyl acetate